BrC=1C2=CN(N=C2C(=CC1)O[C@H]1COCC1)C (R)-4-bromo-2-methyl-7-((tetrahydrofuran-3-yl)oxy)-2H-indazole